[Si](C)(C)(C(C)(C)C)OC1CC(N(C1CCO)C(=O)C1CC1)C(=O)[O-] 4-((tert-butyldimethylsilyl)oxy)-1-(cyclopropanecarbonyl)-5-(2-hydroxyethyl)pyrrolidine-2-carboxylate